C12CN(CC(CC1)N2)C=2C1=C(N=C(N2)OC[C@]23CCCN3C[C@@H](C2)F)C=C(C=N1)C1=CC(=CC2=CC=CC=C12)O 4-(4-(3,8-diazabicyclo-[3.2.1]octan-3-yl)-2-(((2R,7aS)-2-fluorotetra-hydro-1H-pyrrolizin-7a(5H)-yl)methoxy)-pyrido[3,2-d]pyrimidin-7-yl)naphthalen-2-ol